COC1=NC(=NC=N1)N 4-methoxy-1,3,5-triazin-2-amine